4-{5-[(R)-(1,3-dimethyl-azetidin-3-yl)-hydroxy-(4-isopropyl-phenyl)-methyl]-pyridin-3-yl}-2-(6-methoxy-pyridin-2-yl)-but-3-yn-2-ol CN1CC(C1)(C)[C@@](C=1C=C(C=NC1)C#CC(C)(O)C1=NC(=CC=C1)OC)(C1=CC=C(C=C1)C(C)C)O